(2R,3R,4R,5R)-5-(6-amino-2-chloro-9H-purin-9-yl)-4-((tert-butyl-dimethylsilyl)oxy)-2-(((4-methoxyphenyl)diphenylmethoxy)methyl)tetrahydrofuran-3-ol NC1=C2N=CN(C2=NC(=N1)Cl)[C@H]1[C@@H]([C@@H]([C@H](O1)COC(C1=CC=CC=C1)(C1=CC=CC=C1)C1=CC=C(C=C1)OC)O)O[Si](C)(C)C(C)(C)C